S(=O)(=O)([O-])[O-].CC[N+](C)(C)CCCCCCCCCCCCCCCC.CC[N+](CCCCCCCCCCCCCCCC)(C)C methylhexadecyltrimethylammonium sulfate